C(=O)(O)C=1OC(=CC1)C(=O)O 2,5-dicarboxyfurane